C(C)N(C(CNC1=CC=CC=C1)=O)CC N,N-Diethyl-2-(phenylamino)acetamide